tert-butyl (S)-4-(7-chloro-8-fluoro-2-(((S)-1-methylpyrrolidin-2-yl)methoxy)pyridino[4,3-d]pyrimidin-4-yl)-2-(cyanomethyl)piperazine-1-carboxylate ClC1=C(C=2N=C(N=C(C2C=N1)N1C[C@@H](N(CC1)C(=O)OC(C)(C)C)CC#N)OC[C@H]1N(CCC1)C)F